NC1=CC(=C(C(=O)N(CCC2=CC=CC=C2)C)C=C1C)C 4-amino-N,2,5-trimethyl-N-phenethyl-benzamide